3-(2,5-dioxo-3,4-bis(phenylthio)-2,5-dihydro-1H-pyrrol-1-yl)propanamide O=C1N(C(C(=C1SC1=CC=CC=C1)SC1=CC=CC=C1)=O)CCC(=O)N